4-bromo-3,3-dimethylbutene BrCC(C=C)(C)C